NC=1SC2=C(N1)C=C(C=C2F)F 2-amino-5,7-difluorobenzothiazole